N-(4-{[6-(5-Chloro-2-Fluorophenyl)-3-Methylpyridazin-4-yl]Amino}Pyridin-2-yl)-3-(Morpholin-4-yl)Propanamid ClC=1C=CC(=C(C1)C1=CC(=C(N=N1)C)NC1=CC(=NC=C1)NC(CCN1CCOCC1)=O)F